C(C)(=O)O[C@]12C(C(=C(C([C@@H]2C[C@@H]2CC3=C(C=CC(=C3C(C2=C1O)=O)OCCCC)N(C)C)N(C)C)OC(C)=O)C(NC(C)=O)=O)=O (4aS,11aR,12aS)-3-(N-Acetylcarbamoyl)-2-acetoxy-7-butoxy-1,10-bis(dimethylamino)-5-hydroxy-4,6-dioxo-1,4a,11,11a,12,12a-hexahydro-4a-naphthacenyl acetate